NCCC=1C=NC(=NC1)C1=C(C=C(C=C1)C#N)SC1=C(N=C(S1)C1=CC=CC=C1)C#N 5-[2-[5-(2-aminoethyl)pyrimidin-2-yl]-5-cyanophenyl]sulfanyl-2-phenyl-1,3-thiazole-4-carbonitrile